FC=1C=CC(=C(C1)C=1C=C2CN(CC2=CC1)C(CN1N=C(N=C1)C#N)=O)C(F)(F)F 1-(2-(5-(5-fluoro-2-(trifluoromethyl)phenyl)isoindolin-2-yl)-2-oxoethyl)-1H-1,2,4-triazole-3-carbonitrile